1-(pyridin-2-yl)methanimine N1=C(C=CC=C1)C=N